3-fluoropiperidin-4-amine FC1CNCCC1N